[6-[5-(1-hydroxycyclopropyl)-4H-1,2,4-triazol-3-yl]-2-azaspiro[3.3]heptan-2-yl]-[2-[4-(trifluoromethyl)phenyl]sulfonyl-2,6-diazaspiro[3.3]heptan-6-yl]methanone OC1(CC1)C=1NC(=NN1)C1CC2(CN(C2)C(=O)N2CC3(CN(C3)S(=O)(=O)C3=CC=C(C=C3)C(F)(F)F)C2)C1